C(#C)C1CN(C1)C(=O)N([C@H](C(=O)OC(C)(C)C)C(C)C)C tert-butyl (2S)-2-[(3-ethynylazetidine-1-carbonyl)-methyl-amino]-3-methyl-butanoate